5-[3'-(aminomethyl)-6-chloro[1,1'-biphenyl]-3-yl]-1,3,4-oxadiazol NCC=1C=C(C=CC1)C1=CC(=CC=C1Cl)C1=NN=CO1